(4-bromo-2-(difluoromethyl)benzyl)carbamic acid tert-butyl ester C(C)(C)(C)OC(NCC1=C(C=C(C=C1)Br)C(F)F)=O